CC=1N=CC(=NC1C)N[C@@H]1C[C@H](CC1)NC1=CC=C(C=N1)N1C(N(C2=C1C=CC=C2)C)=O 1-(6-(((1S,3S)-3-((5,6-Dimethylpyrazin-2-yl)amino)cyclopentyl)amino)pyridin-3-yl)-3-methyl-1,3-dihydro-2H-benzo[d]imidazol-2-one